(E)-3-hydroxy-2-(phosphonooxy)acrylic acid O/C=C(\C(=O)O)/OP(=O)(O)O